[C@H]12[C@H](C[C@H](CC1)O2)OC2=NN=C(S2)NC(=O)C=2C=NC(=CC2C2=C(C(=NC=C2OC)C)F)C |r| rac-N-(5-(((1R,2S,4S)-7-oxabicyclo(2.2.1)heptan-2-yl)oxy)-1,3,4-thiadiazol-2-yl)-3'-fluoro-5'-methoxy-2',6-dimethyl-(4,4'-bipyridine)-3-carboxamide